CC1=NN2C(C(N(C3=C2C=CN=C3N)C)C)=C1 2,4,5-trimethyl-4,5-dihydropyrazolo[1,5-a]pyrido[3,4-e]pyrazin-6-amine